4-(tert-butyl)-2-(7-chlorodibenzo[b,d]furan-4-yl)pyridine C(C)(C)(C)C1=CC(=NC=C1)C1=CC=CC2=C1OC1=C2C=CC(=C1)Cl